3-bromo-5-(4-cyclopropyl-6-methoxypyrimidin-5-yl)-7-methyl-2-((2-(trimethylsilyl)ethoxy)methyl)-2H-pyrazolo[4,3-d]pyrimidine BrC=1N(N=C2C1N=C(N=C2C)C=2C(=NC=NC2OC)C2CC2)COCC[Si](C)(C)C